C(C1=CC=CC=C1)N1CCC(CC1)NCCCOC=1C(OC2=CC(=CC=C2C1)C1=CC=NC=C1)=O (3-((1-Benzylpiperidin-4-yl)amino)propoxy)-7-(pyridin-4-yl)-2H-chromen-2-one